FC1=C(C=CC(=C1)F)C#CC1=CC=C(C(=O)NCC2(CCC2)C)C=C1 4-((2,4-difluorophenyl)ethynyl)-N-((1-methylcyclobutyl)methyl)benzamide